[Zn].[Zn].[Ag] silver zinc-zinc